(4-((1H-1,2,4-triazol-1-yl)methyl)phenyl)-2-(4-((6,7-dimethoxyquinazolin-4-yl)oxy)-2,6-difluorophenyl)-2-oxoacetamide N1(N=CN=C1)CC1=CC=C(C=C1)NC(C(=O)C1=C(C=C(C=C1F)OC1=NC=NC2=CC(=C(C=C12)OC)OC)F)=O